C(C1=CC=CC=C1)OC(CCCCC(=O)N1[C@@H]([C@@H]([C@@H]([C@H](C1)NC(C)=O)O)O)CCC)=O 6-[(2R,3S,4R,5S)-5-acetamido-3,4-dihydroxy-2-propyl-1-piperidinyl]-6-oxo-hexanoic acid benzyl ester